N\C(=C/C(=O)OC)\C methyl (2Z)-3-aminobut-2-enoate